4-(imidazo[1,2-a]pyridin-7-yloxy)-3-methylaniline N=1C=CN2C1C=C(C=C2)OC2=C(C=C(N)C=C2)C